2-chloro-3-(cyclopropyloxy)benzoic acid ClC1=C(C(=O)O)C=CC=C1OC1CC1